thioglycolic anhydride C(CS)(=O)OC(CS)=O